C(=O)(OC(C)(C)C)N[C@H]1[C@H](C[C@H](C1)C(=O)OC)O methyl (1R,2S,4S)-N-BOC-1-amino-2-hydroxycyclopentane-4-carboxylate